FC1(CN(C1)C(C(=O)[O-])=O)F.[Na+] sodium 2-(3,3-difluoroazetidin-1-yl)-2-oxoacetate